C(C)OC(=O)C(C)(C1=CC=C(CC(C)C)C=C1)CC ethyl-ibuprofen ethyl ester